1H-pyrimido(5,4-b)(1,4)benzothiazolin-2(3H)-one N1C(NCC=2SC3=C(C21)N=CC=C3)=O